C(C)OC([C@@H](C)NP(=O)(OC1=C(C(=C(C(=C1F)F)F)F)F)N[C@@H](C)C(=O)OCC)=O Ethyl ((((R)-1-ethoxy-1-oxopropan-2-yl) amino) (perfluorophenoxy) phosphoryl)-L-alaninate